C(C)(=O)NC=1C=C(C=CC1C(NC=1SC(=C(N1)C)[N+](=O)[O-])=O)NCCOCCOCCOCCOCCOCCNC(OC(C)(C)C)=O tert-butyl (17-((3-acetamido-4-((4-methyl-5-nitrothiazol-2-yl)carbamoyl)phenyl)amino)-3,6,9,12,15-pentaoxaheptadecyl)carbamate